FC1=C(OCC2(CC2)C#N)C=CC(=C1)C1=NC(=NC=C1F)NC=1C=NN(C1)C1CCOCC1 1-((2-fluoro-4-(5-fluoro-2-((1-(tetrahydro-2H-pyran-4-yl)-1H-pyrazol-4-yl)amino)pyrimidin-4-yl)phenoxy)methyl)cyclopropanecarbonitrile